tert-Butyl (3S)-4-[[4-(3-cyanophenyl)-5-(2,6-dimethyl-4-pyridyl)thiazol-2-yl]carbamoyl]-3-methyl-piperazine-1-carboxylate C(#N)C=1C=C(C=CC1)C=1N=C(SC1C1=CC(=NC(=C1)C)C)NC(=O)N1[C@H](CN(CC1)C(=O)OC(C)(C)C)C